FC(C(=O)N)(C1=C(C=CC=C1)C(F)(F)F)F difluoro-2-(2-(trifluoromethyl)phenyl)acetamide